BrCCCCC1=CC=C(C=C1)C=1OC2=C(C(=CC=C2C(C1)=O)O)O 2-[4-(4-bromobutyl)phenyl]-7,8-dihydroxychromen-4-one